[Si](C)(C)(C(C)(C)C)OC1C2CN(CC(C1)N2C(=O)OC(C)(C)C)C=2C1=C(N=C(N2)Cl)C(=C(N=C1)C1=CC=CC2=CC=CC(=C12)Cl)F tert-butyl 6-((tert-butyldimethylsilyl)oxy)-3-(2-chloro-7-(8-chloronaphthalen-1-yl)-8-fluoropyrido[4,3-d]pyrimidin-4-yl)-3,8-diazabicyclo[3.2.1]octane-8-carboxylate